diethyl (2-(10-((3-chloro-4-(pyridin-2-ylmethoxy)phenyl)amino)-2,3-dihydro-4H-[1,4]oxazino[2,3-f]quinazolin-4-yl)-2-oxoethyl)phosphonate ClC=1C=C(C=CC1OCC1=NC=CC=C1)NC1=NC=NC2=CC=C3C(=C12)OCCN3C(CP(OCC)(OCC)=O)=O